C(C)OC(=O)C1=NN(C(=N1)CN)C 5-aminomethyl-1-methyl-1H-[1,2,4]-triazole-3-carboxylic acid ethyl ester